FC1=CC=CC(=N1)CC=1C=NN(C1)C(=O)N[C@H]1CCC2=C(N(C1=O)C)C=C(C=C2)C#CC2(COC2)O (S)-4-((6-Fluoropyridin-2-yl)methyl)-N-(8-((3-hydroxyoxetan-3-yl)ethynyl)-1-methyl-2-oxo-2,3,4,5-tetrahydro-1H-benzo[b]azepin-3-yl)-1H-pyrazol-1-carboxamid